NCC(=O)N(C1=CC=C(C=C1)[C@@H]1N(CCC[C@@H]1C(=O)NC1=CC(=C(C=C1)C)C(F)(F)F)C(C1=C(C=CC=C1C)F)=O)C1CCCC1 (2R,3S)-2-[4-[(2-aminoacetyl)-cyclopentyl-amino]phenyl]-1-(2-fluoro-6-methyl-benzoyl)-N-[4-methyl-3-(trifluoromethyl)phenyl]piperidine-3-carboxamide